O[C@H](C)C[C@@H](CCC=C)S(=O)(=O)N(CC1=CC=C(C=C1)OC)CC1=CC=C(C=C1)OC (2R,4R)-2-HYDROXY-N,N-BIS(4-METHOXYBENZYL)OCT-7-ENE-4-SULFONAMIDE